1-(4-Aminophenethyl)-3-(2,6-dichloro-3,5-dimethoxyphenyl)-7-(methylamino)-3,4-dihydropyrimido[4,5-d]pyrimidin-2(1H)-one NC1=CC=C(CCN2C(N(CC=3C2=NC(=NC3)NC)C3=C(C(=CC(=C3Cl)OC)OC)Cl)=O)C=C1